C1=CC2=C(C(=C1)O)C(=CN2)CCN The molecule is a member of the class of tryptamines that is tryptamine in which the the indole ring has been substituted by a hydroxy group at position 4. It is a member of tryptamines, a member of hydroxyindoles and a primary amino compound. It is a conjugate base of a 4-hydroxytryptamine(1+).